(1R,3S)-3-(5-amino-1-(tert-butyl)-1H-pyrazol-3-yl)cyclopentyl phenyl carbonate C(O[C@H]1C[C@H](CC1)C1=NN(C(=C1)N)C(C)(C)C)(OC1=CC=CC=C1)=O